5-(3-isopropyl-5-(piperidin-4-yl)-1H-indol-2-yl)-3,7-dimethylbenzo[d]oxazol-2(3H)-one C(C)(C)C1=C(NC2=CC=C(C=C12)C1CCNCC1)C=1C=C(C2=C(N(C(O2)=O)C)C1)C